C(C1=CC=CC=C1)OC=1C=C2CCN(C(C2=CC1OC)CCC1=CNC2=CC=C(C=C12)OC)C(=O)N1CCOCC1 (6-(benzyloxy)-7-methoxy-1-(2-(5-methoxy-1H-indol-3-yl)ethyl)-3,4-dihydroisoquinolin-2(1H)-yl)(morpholino)methanone